ClC=1C(=NC=C(C(=O)NCC2=C3C=NNC3=CC=C2C2CC2)C1)OC 5-chloro-N-((5-cyclopropyl-1H-indazol-4-yl)methyl)-6-methoxynicotinamide